rac-benzyl ((2S,3R,4R)-1-acetyl-2-cyclopropyl-7-fluoro-3-methyl-1,2,3,4-tetrahydroquinolin-4-yl)carbamate C(C)(=O)N1[C@H]([C@@H]([C@H](C2=CC=C(C=C12)F)NC(OCC1=CC=CC=C1)=O)C)C1CC1 |r|